[Si].[F].[Al].[Li] lithium aluminum fluorine silicon